7-amino-5-(3-hydroxy-2-methylphenyl)imidazo[1,2-a]pyridine-6-carboxamide NC1=CC=2N(C(=C1C(=O)N)C1=C(C(=CC=C1)O)C)C=CN2